2-(6-(6-isopropyl-2-((4-(4-methylpiperazin-1-yl)phenyl)amino)-7H-pyrrolo[2,3-d]pyrimidin-7-yl)pyridin-2-yl)propan-2-ol C(C)(C)C1=CC2=C(N=C(N=C2)NC2=CC=C(C=C2)N2CCN(CC2)C)N1C1=CC=CC(=N1)C(C)(C)O